1-cyclohexyl-3,4-iminocyclohexane C1(CCCCC1)C1CC2C(CC1)N2